N-(2-{3-[(1R)-1-{[6-(1-acetyl-4-oxo-1,4lambda5-azaphosphinan-4-yl)-2-methylpyrido[3,4-d]pyrimidin-4-yl]amino}ethyl]-2-fluorophenyl}-2,2-difluoroethyl)-N-methylacetamide C(C)(=O)N1CCP(CC1)(=O)C1=CC2=C(N=C(N=C2N[C@H](C)C=2C(=C(C=CC2)C(CN(C(C)=O)C)(F)F)F)C)C=N1